C(C)(C)(C)OC(=O)NS(OC[C@H]1O[C@H]([C@@H]([C@@H]1O)O)N1C2=NC=NC(=C2N=C1)NC1=CC(=CC=C1)SC(F)(F)F)(=O)=O ((2R,3S,4R,5R)-3,4-dihydroxy-5-(6-((3-((trifluoromethyl)thio)phenyl)amino)-9H-purin-9-yl)tetrahydrofuran-2-yl)methyl (tert-butoxycarbonyl)sulfamate